(Z)-3-(dimethylamino)-1-(2-fluorophenyl)-2-(trifluoromethyl)prop-2-en-1-one 2-methoxy-4-{[N-(8-methyl-1-oxodec-6-enyl)amino]methyl}phenolate COC1=C(C=CC(=C1)CNC(CCCCC=CC(CC)C)=O)[O-].CN(\C=C(\C(=O)C1=C(C=CC=C1)F)/C(F)(F)F)C